N,N'-bis[β-(3,5-di-tert-butyl-4-hydroxyphenyl)propionyl]hexamethylenediamine C(C)(C)(C)C=1C=C(C=C(C1O)C(C)(C)C)CCC(=O)NCCCCCCNC(CCC1=CC(=C(C(=C1)C(C)(C)C)O)C(C)(C)C)=O